Methyl 6-(4-amino-2-chlorophenyl)-3-chloro-5-fluoropicolinate NC1=CC(=C(C=C1)C1=C(C=C(C(=N1)C(=O)OC)Cl)F)Cl